(R)-N-(6-(1-cyanospiro[2.2]pentan-1-yl)isoquinolin-3-yl)-2-(4-(2-hydroxypropan-2-yl)phenyl)acetamide C(#N)[C@@]1(CC12CC2)C=2C=C1C=C(N=CC1=CC2)NC(CC2=CC=C(C=C2)C(C)(C)O)=O